NC[Si](OC)(OC)OC 1-aminomethyl-(trimethoxysilane)